COC([C@@H](NC([C@H](NC(=O)OC(C)(C)C)CCSC)=O)[C@@H](C)CC)=O N-(tert-Butoxycarbonyl)-D-methionyl-L-isoleucine methyl ester